C1(=CC=CC=C1)C1=NC(=CC2=C1NC1=CC=CC=C21)C(=O)O 1-phenyl-9H-pyrido[3,4-b]indole-3-carboxylic acid